cis-2-(4-Chloro-phenyl)-cyclopropanecarboxylic acid (2-dimethylamino-7-fluoro-4-oxo-4H-quinazolin-3-yl)-amide CN(C1=NC2=CC(=CC=C2C(N1NC(=O)[C@H]1[C@H](C1)C1=CC=C(C=C1)Cl)=O)F)C